N-(2-amino-8-(4,4-difluoropiperidin-1-yl)quinazoline-6-yl)-4-bromo-2-(6-azaspiro[2.5]octane-6-yl)benzamide NC1=NC2=C(C=C(C=C2C=N1)NC(C1=C(C=C(C=C1)Br)N1CCC2(CC2)CC1)=O)N1CCC(CC1)(F)F